CC1=CC=C(N=N1)NC1=CC2=C(NC=N2)C=C1OC1COC1 N-(6-methylpyridazin-3-yl)-6-(oxetan-3-yloxy)-1H-benzimidazol-5-amine